C1(=CC=CC=C1)[B-](C1=CC=CC=C1)(C1=CC=CC=C1)C1=CC=CC=C1.C[PH+](C)C trimethylphosphonium tetra(phenyl)borate